N-(7-chloro-6-(1-(4-hydroxy-3-methyltetrahydrofuran-3-yl)piperidin-4-yl)isoquinolin-3-yl)-2-methyl-6-oxaspiro[2.5]octane-1-carboxamide ClC1=C(C=C2C=C(N=CC2=C1)NC(=O)C1C(C12CCOCC2)C)C2CCN(CC2)C2(COCC2O)C